2,2-difluoro-N-((1r,2r)-1-(8-fluoro-2,3-dihydrobenzo[b][1,4]dioxin-6-yl)-1-hydroxy-3-(pyrrolidin-1-yl)propan-2-yl)-2-(5-(4-fluorophenyl)thiophen-2-yl)acetamide Sodium methansulfinate CS(=O)[O-].[Na+].FC(C(=O)N[C@@H]([C@H](O)C1=CC2=C(OCCO2)C(=C1)F)CN1CCCC1)(C=1SC(=CC1)C1=CC=C(C=C1)F)F